C(C)(C)C1=C(C=CC(=C1)C(=O)O)C1=CC(=C(C(=C1)C(N)=O)N)C1=CC=C(C=C1)S(N)(=O)=O isopropyl-4'-amino-5'-carbamoyl-4''-sulfamoyl-[1,1':3',1''-terphenyl]-4-carboxylic acid